(2S)-2-amino-3-(4-fluoro-3-hydroxyphenyl)propionic acid hydrochloride Cl.N[C@H](C(=O)O)CC1=CC(=C(C=C1)F)O